N1CCC(CC1)C(=O)N1CCN(CC1)C=1C=C2[C@H](CN(CC2=CC1)C1=C2C(=NC=C1)N(N=C2)C)C 4-piperidyl-[4-[(4R)-4-methyl-2-(1-methylpyrazolo[3,4-b]pyridin-4-yl)-3,4-dihydro-1H-isoquinolin-6-yl]piperazin-1-yl]methanone